N1C[C@H](CC1)CNC(O)=O.ClC=1C=C(CN2CCN(C3=CC=CC=C23)C(C(C)N2CCN(CC2)C)=O)C=CC1 1-(4-(3-chlorobenzyl)-3,4-dihydroquinoxalin-1(2H)-yl)-2-(4-methylpiperazin-1-yl)propan-1-one (S)-(pyrrolidin-3-ylmethyl)carbamate